2,6-di-tert-octyl-p-ethyl-phenol C(C)(C)(CC(C)(C)C)C1=C(C(=CC(=C1)CC)C(C)(C)CC(C)(C)C)O